FC1=CN(C=2N=CNC(C21)=O)[C@@H]2O[C@@]([C@H]([C@H]2O)O)(CO)F 5-fluoro-7-((2R,3R,4S,5S)-5-fluoro-3,4-dihydroxy-5-(hydroxymethyl)tetrahydrofuran-2-yl)-3,7-dihydro-4H-pyrrolo[2,3-d]pyrimidin-4-one